(fluoro(7-(((3S,6S,9aS)-5-oxo-3-(6-(pyridin-3-yl)-4-azaspiro[2.4]heptane-4-carbonyl)octahydro-1H-pyrrolo[1,2-a]azepin-6-yl)carbamoyl)naphthalen-2-yl)methyl)phosphonic acid FC(C1=CC2=CC(=CC=C2C=C1)C(N[C@H]1CCC[C@@H]2N(C1=O)[C@@H](CC2)C(=O)N2C1(CC1)CC(C2)C=2C=NC=CC2)=O)P(O)(O)=O